FC(C1=NC=C(C(=C1)C1=C(C=NC(=C1)N1C(COCC1)=O)C(=O)O)OC)F 2'-(difluoromethyl)-5'-methoxy-6-(3-oxomorpholino)-[4,4'-bipyridine]-3-carboxylic acid